tert-butyl 4-[4-(4-{1-[(tert-butoxy)carbonyl]-1,2,3,6-tetrahydropyridin-4-yl}furan-2-amido)-2-fluorophenyl]-1,2,3,6-tetrahydropyridine-1-carboxylate C(C)(C)(C)OC(=O)N1CCC(=CC1)C=1C=C(OC1)C(=O)NC1=CC(=C(C=C1)C=1CCN(CC1)C(=O)OC(C)(C)C)F